3-chloro-5-methyl-[1,1':4',1''-terphenyl]-4-amine ClC=1C=C(C=C(C1N)C)C1=CC=C(C=C1)C1=CC=CC=C1